FC(S(=O)(=O)[O-])(F)F.OC=1C=CC=C2C(=CC=NC12)C=CC1=[N+](C2=CC=C(C=C2C=C1)OC)C 2-[2-(8-Hydroxyquinolin-4-yl)-vinyl]-6-methoxy-1-methylquinolinium trifluoromethanesulfonate